(R)-1-(7-(difluoromethoxy)-4-((1-(3-(difluoromethyl)-2-fluorophenyl)ethyl)amino)-2-Methylquinolin-6-yl)-4-methylpiperidin-4-ol FC(OC1=C(C=C2C(=CC(=NC2=C1)C)N[C@H](C)C1=C(C(=CC=C1)C(F)F)F)N1CCC(CC1)(O)C)F